C(C)(C)(C)OC(=O)N[C@H](C(=O)OC)CO methyl (2S)-2-(tert-butoxycarbonylamino)-3-hydroxy-propionate